COC(C1=C(N=C(C=C1C(COC(C)=O)=O)Br)N(C([2H])([2H])[2H])C(=O)OC(C)(C)C)=O 4-(2-acetoxyacetyl)-6-bromo-2-((tert-butoxycarbonyl)(methyl-d3)amino)nicotinic acid methyl ester